Cl.FC1=C2C(CCN(C2=CC(=C1)C=1OC(NN1)=O)[C@@H](C)[C@@H]1[C@@H](CNCC1)C)=O 5-fluoro-1-{(1S)-1-[(3S,4S)-3-methylpiperidin-4-yl]ethyl}-7-(5-oxo-4,5-dihydro-1,3,4-oxadiazol-2-yl)-2,3-dihydroquinolin-4(1H)-one hydrochloride